ClC1=C2N(C(C(=C1)NC1=NC=NC=C1)=O)C1(N(C2=O)C2CCCC2)CCCCC1 8'-chloro-2'-cyclopentyl-6'-(pyrimidin-4-ylamino)-2'H-spiro[cyclohexane-1,3'-imidazo[1,5-a]pyridine]-1',5'-dione